C1=CC=CC=C1 R-benzene